C(C(C)C)(=O)OCCN(C)C(=O)O[C@@]1(CC[C@@]2([C@H]3CC[C@@]4([C@H](CC[C@H]4[C@@H]3CC[C@H]2C1)C(C)=O)C)C)C 2-(((((3R,5S,8R,9S,10S,13S,14S,17S)-17-acetyl-3,10,13-trimethylhexadecahydro-1H-cyclopenta[a]phenanthren-3-yl)oxy)carbonyl)(methyl)amino)ethyl isobutyrate